BrC1=NC=C(C2=C1N=C(N=C2C)S(=O)(=O)C)C 8-bromo-4,5-dimethyl-2-(methylsulfonyl)pyrido[3,4-d]pyrimidine